FC=1C(=C2C(=NC(=NN2C1)N[C@H]1[C@H](CN(CC1)C)F)OC)C=1C=CC2=C(N(C=N2)CCF)C1 6-fluoro-N-((3S,4R)-3-fluoro-1-methylpiperidin-4-yl)-5-(1-(2-fluoroethyl)-1H-benzo[d]imidazol-6-yl)-4-methoxypyrrolo[2,1-f][1,2,4]triazin-2-amine